N[C@H](CC1=C(C=2N=NN=C(C2S1)NCC=1SC=CC1)Br)CF (R)-6-(2-amino-3-fluoropropyl)-7-bromo-N-(thiophen-2-ylmethyl)thieno[3,2-d][1,2,3]triazin-4-amine